3,4-bipyridine N1=CC(=CC=C1)C1=CC=NC=C1